4-(4-nitrophenyl)-N-(4-(trifluoromethyl)phenyl)piperazine-1-carboxamide [N+](=O)([O-])C1=CC=C(C=C1)N1CCN(CC1)C(=O)NC1=CC=C(C=C1)C(F)(F)F